OC(O)(O)N(CCCCN(C)C(O)(O)O)C 1,4-bis((trihydroxymethyl)methylamino)butane